tert-butyl (R)-2-(6-cyano-3-(3-fluoro-4-methoxyphenyl)-8-(1-methyl-1H-imidazol-4-yl)-4-oxo-3,4-dihydroquinazolin-2-yl)pyrrolidine-1-carboxylate C(#N)C=1C=C2C(N(C(=NC2=C(C1)C=1N=CN(C1)C)[C@@H]1N(CCC1)C(=O)OC(C)(C)C)C1=CC(=C(C=C1)OC)F)=O